ClC(CCCl)(Cl)Cl 1,1,1,3-Tetrachloropropane